FC=1C=C2C=C(NC2=CC1OCC1=NN(N=C1)C)CNC(=O)N1CCC1 N-({5-fluoro-6-[(2-methyl-2H-1,2,3-triazol-4-yl)methoxy]-2-indolyl}methyl)-1-azetidinecarboxamide